(R)-N-((R)-3-(4-(2H-tetrazol-5-yl)piperidin-1-yl)-1-(4-(5-fluoro-6-hydroxypyridin-3-yl)phenyl)propyl)-7-(tert-butyl)-5,6,7,8-tetrahydrothiazolo[5,4-b]quinoline-2-carboxamide N=1NN=NC1C1CCN(CC1)CC[C@H](C1=CC=C(C=C1)C=1C=NC(=C(C1)F)O)NC(=O)C=1SC2=NC=3CC[C@H](CC3C=C2N1)C(C)(C)C